[K+].C=1(C=2N(C=CN1)C=CC2)C(=O)[O-] pyrrolo[1,2-a]pyrazine-1-carboxylic acid potassium salt